COC(=O)C12CC(C1)(C2)N2N=CC(=C2)N2CC(C2)COC(F)(F)F.FC=2C(=CC(=C(N)C2)[N+](=O)[O-])OC(F)(F)F 5-fluoro-2-nitro-4-(trifluoromethoxy)aniline methyl-3-(4-{3-[(trifluoromethoxy)methyl]azetidin-1-yl}-1H-pyrazol-1-yl)bicyclo[1.1.1]pentane-1-carboxylate